(2-(1-(8-hydroxyquinazolin-4-yl)piperidin-4-yl)ethyl)phosphonic Acid OC=1C=CC=C2C(=NC=NC12)N1CCC(CC1)CCP(O)(O)=O